5-fluoro-N-methyl-2-[3-[(trans)-2-[5-(pyrrolidin-1-ylmethyl)-2-pyridinyl]vinyl]-1-tetrahydropyran-2-yl-indazol-6-yl]sulfanyl-benzamide FC=1C=CC(=C(C(=O)NC)C1)SC1=CC=C2C(=NN(C2=C1)C1OCCCC1)\C=C\C1=NC=C(C=C1)CN1CCCC1